Cl.C1(CC1)N(C(=N)N)C 1-cyclopropyl-1-methyl-guanidine hydrochloride